OC1CC2=C[C@H]([C@H]3[C@@H]4CC[C@H]([C@@H](CCC(C(C(=O)O)C)O)C)[C@]4(CC[C@@H]3[C@]2(CC1)C)C)O 3B,7α,24-S-trihydroxy-5-cholestenoic acid